1-((9-ethyl-9H-carbazol-3-yl)methyl)-1,3-propanediamine C(C)N1C2=CC=CC=C2C=2C=C(C=CC12)CC(CCN)N